1-((4-(2-amino-7H-pyrrolo[2,3-d]pyrimidin-7-yl)pyridin-2-yl)ethynyl)cyclopentan-1-ol NC=1N=CC2=C(N1)N(C=C2)C2=CC(=NC=C2)C#CC2(CCCC2)O